1,5-Cyclooctadien C1=CCCC=CCC1